rel-(3as,6ar)-2-methyl-octahydrocyclopenta[c]pyrrol-4-ol CN1C[C@H]2[C@@H](C1)C(CC2)O |o1:3,4|